ClC1=C(ONC2=CC(=CC=C2)C=2C=CC3=C(C(=NO3)C)C2)C=CC(=C1)Cl (2,4-dichlorophenoxy)-3-(3-methylbenzo[d]isoxazol-5-yl)aniline